CN1CC(CC1)C(=O)NC=1N=CC2=CC=C(C=C2C1)C=1C=NN(C1)C 1-methyl-N-(6-(1-methyl-1H-pyrazol-4-yl)isoquinolin-3-yl)pyrrolidine-3-carboxamide